12,13-dihydrodibenzo[a,h]-xanthylium C1=CC=CC=2C1=C1C=C3CCC4=C(C3=[O+]C1=CC2)C=CC=C4